N-(2'-fluoro-6'-(phenylselanyl)-[1,1'-biphenyl]-2-yl)picolinamide FC1=C(C(=CC=C1)[Se]C1=CC=CC=C1)C1=C(C=CC=C1)NC(C1=NC=CC=C1)=O